ClC1=CC=C2C=CN(C2=C1C=C)S(=O)(=O)C1=CC=CC=C1 6-chloro-1-(phenylsulfonyl)-7-vinyl-1H-indole